FC1=C2C(=NC(NC2=CC=C1F)=O)N1CCCC2=C(C=NC=C12)C#CC1(CC1)C(F)(F)F 5,6-difluoro-4-(5-((1-(trifluoromethyl)cyclopropyl)ethynyl)-3,4-dihydro-1,7-naphthyridin-1(2H)-yl)quinazolin-2(1H)-one